NC1=NC=NN2C1=NC=C2C=2C=C(C=CC2C)S(=O)(=O)N2CC(C2)CO (1-((3-(4-aminoimidazo[2,1-f][1,2,4]triazin-7-yl)-4-methylphenyl)sulfonyl)azetidin-3-yl)methanol